acetoacetic acid ethyl ester sodium salt [Na].C(C)OC(CC(=O)C)=O